1-adamantanecarboxylic acid N-(3-aminopropyl)amide NCCCNC(=O)C12CC3CC(CC(C1)C3)C2